(4-bromo-6-(trifluoromethyl)benzofuran-2-yl)methylamine BrC1=CC(=CC2=C1C=C(O2)CN)C(F)(F)F